C(#N)C1=CC(=CC=2N=C(OC21)C=2C(=C(C=CC2)C2=C(C(=CC=C2)NC=2N=CC=C1C=C(C=NC21)CN2CCCC2)C)C)CN2CCCC2 (R)-1-((7-Cyano-2-(2,2'-dimethyl-3'-(3-(pyrrolidin-1-ylmethyl)-1,7-naphthyridin-8-ylamino)biphenyl-3-yl)benzo[d]oxazol-5-yl)methyl)pyrrolidin